C(C)(C)(C)NS(=O)(=O)C1=CC(=CC=C1)NC1=NC(=NC=C1C)NC1=CC=C(C=C1)N1CCN(CC1)C N-t-butyl-3-(5-methyl-2-(4-(4-methylpiperazin-1-yl)phenylamino)pyrimidin-4-ylamino)benzenesulfonamide